methyl 3-(1-(tert-butoxy)-7-((2-hydroxyethyl)sulfonyl)-2,6,6-trimethyl-1-oxoheptan-2-yl)benzoate C(C)(C)(C)OC(C(CCCC(CS(=O)(=O)CCO)(C)C)(C)C=1C=C(C(=O)OC)C=CC1)=O